N-(4-(2-(((1R,4R)-4-(dimethylamino)-3,3-difluorocyclohexyl)amino)-8-isopropyl-7-oxo-7,8-dihydropyrido[2,3-d]pyrimidin-6-yl)-2-fluorophenyl)-3,3,3-trifluoropropane-1-sulfonamide CN([C@H]1C(C[C@@H](CC1)NC=1N=CC2=C(N1)N(C(C(=C2)C2=CC(=C(C=C2)NS(=O)(=O)CCC(F)(F)F)F)=O)C(C)C)(F)F)C